6-Bromo-3-(ethylsulfonyl)-5-fluoro-7,9-dihydrofuro[3,4-f]quinazoline BrC=1C2=C(C=3C=NC(=NC3C1F)S(=O)(=O)CC)COC2